6-bromo-7-fluoro-9H-pyrimido[4,5-b]indol-4-amine BrC=1C=C2C3=C(NC2=CC1F)N=CN=C3N